NC=1C(=C2C(=NN(C2=C(C1)Cl)C)N1C(C2=CC=CC=C2C1=O)=O)OC1=C(C=CC(=C1)F)Cl 2-[5-amino-7-chloro-4-(2-chloro-5-fluorophenoxy)-1-methylindazol-3-yl]isoindole-1,3-dione